3-(2-{[(6S)-4-azaspiro[2.5]octan-6-yl]amino}-5-(trifluoromethyl)pyrimidin-4-yl)-7-(oxetan-3-yl)-1H,4H,5H,6H,7H,8H-pyrrolo[2,3-c]azepin-8-one C1CC12NC[C@H](CC2)NC2=NC=C(C(=N2)C2=CNC=1C(N(CCCC12)C1COC1)=O)C(F)(F)F